O=C1NC(CCC1N1CC2=CC=C(C=C2C1=O)NC(=O)C1=C2C(N=CC1)=NC=C2)=O N-[2-(2,6-dioxo-3-piperidyl)-3-oxo-isoindolin-5-yl]-5H-pyrrolo[2,3-b]pyridine-4-carboxamide